CC=1C(=C(C=C(C1)C(F)(F)F)O)C=1N=NC(=CC1)CNC=1C(=NOC1)C 3-Methyl-2-(6-(((3-methylisoxazol-4-yl)amino)methyl)pyridazin-3-yl)-5-(trifluoromethyl)phenol